COC(C(C(=O)OC)C(NC1=CC=C(C=C1)S(NC1=NOC(=C1)C)(=O)=O)C1CCCCC1)=O 2-(cyclohexyl-((4-(N-(5-methylisoxazol-3-yl)sulfamoyl)phenyl)amino)methyl)malonic acid dimethyl ester